C(=O)SSC=O monoformyl disulfide